CP(C1=C(SC(=C1P(C)C)PC)PC)C 3,4-bis(dimethylphosphino)-2,5-dimethylphosphino-thiophene